OC1=CC=C(C=C1)CCC p-hydroxyphenyl-propane